N-(3-((3-fluorophenyl)sulfonylamino)-4-hydroxyphenyl)-[1,1'-biphenyl]-4-carboxamide FC=1C=C(C=CC1)S(=O)(=O)NC=1C=C(C=CC1O)NC(=O)C1=CC=C(C=C1)C1=CC=CC=C1